COC(=O)C=1C(=C2CCCC2=C(C1)C=O)O 7-formyl-4-hydroxy-2,3-dihydro-1H-indene-5-carboxylic acid methyl ester